4-[6-(2,8-diazaspiro[4.5]decan-8-yl)pyridin-3-yl]-6-methyl-1H-pyrrolo[2,3-c]pyridin-7(6H)-one C1NCCC12CCN(CC2)C2=CC=C(C=N2)C=2C1=C(C(N(C2)C)=O)NC=C1